4,4'-dimethyl-biphenyl CC1=CC=C(C=C1)C1=CC=C(C=C1)C